tert-butyl (6S,7S)-6-(3-bromo-2,5-difluorobenzyl)-7-(((R)-tert-butylsulfinyl) amino)-5-azaspiro[2.4]heptane-5-carboxylate BrC=1C(=C(C[C@@H]2N(CC3(CC3)[C@@H]2N[S@](=O)C(C)(C)C)C(=O)OC(C)(C)C)C=C(C1)F)F